I.BrC1=CC2=C(N=C(C=3N2C=NN3)N3CC(C3)NC)N=C1 1-(8-bromopyrido[2,3-e][1,2,4]triazolo[4,3-a]pyrazin-4-yl)-N-methylazetidin-3-amine hydroiodic acid salt